CC(CCCC)(N)N 1,4-dimethyl-butanediamine